OC(C(=O)O)C(CC(=O)O)C hydroxy-β-methylglutaric acid